(4-(benzyloxy)cyclohexyl)methanol C(C1=CC=CC=C1)OC1CCC(CC1)CO